5-((1-((1-fluorocyclohexyl)methyl)piperidin-4-yl)methyl)pyrazolo[1,5-a]Pyridine FC1(CCCCC1)CN1CCC(CC1)CC1=CC=2N(C=C1)N=CC2